BrC=1C=C(C=CC1F)C1(NC(=NC(=C1)NC1CCNCC1)S(=O)(=O)C)N 4-(3-bromo-4-fluorophenyl)-2-(methylsulfonyl)-N6-(piperidin-4-yl)pyrimidine-4,6-diamine